3-(5-(((1R,2S)-2-(4-ethoxy-4-methylpiperidin-1-yl)cyclopentyl)oxy)-1-oxoisoindolin-2-yl)piperidine-2,6-dione C(C)OC1(CCN(CC1)[C@@H]1[C@@H](CCC1)OC=1C=C2CN(C(C2=CC1)=O)C1C(NC(CC1)=O)=O)C